tert-butyl-4-(3-thiophen-2-yl-1,2,4-oxadiazol-5-yl)piperidine C(C)(C)(C)N1CCC(CC1)C1=NC(=NO1)C=1SC=CC1